C(C)N(C(C1=C(C=CC(=C1)F)N1C(=C(C=2C1=CN=CC2)C(=O)[C@@H]2C[C@H](NCC2)C)C)=O)C(C)C |o1:22,24| rel-N-Ethyl-5-fluoro-N-isopropyl-2-(2-methyl-3-((2R,4S)-2-methylpiperidine-4-carbonyl)-1H-pyrrolo[2,3-c]pyridin-1-yl)benzamide